5-oxo-5,6,7,8-tetrahydronaphthalene-2-sulfonamide O=C1C=2C=CC(=CC2CCC1)S(=O)(=O)N